C(C)(=O)N\C(\C(=O)O)=C/C=P(=O)CO (Z)-2-acetamido-4-(hydroxymethyl-phosphoryl)but-2-enoic acid